C(C1=CC=CC=C1)OC(=O)N1CCC(CC1)(F)CCC1CCN(CC1)C(=O)OC(C)(C)C 4-[2-(1-tert-butoxycarbonyl-4-piperidinyl)ethyl]-4-fluoro-piperidine-1-carboxylic acid benzyl ester